3-(5-((1-((4'-fluoro-5,5-dimethyl-3,4,5,6-tetrahydro-[1,1'-biphenyl]-2-yl)methyl)piperidin-4-yl)amino)-1-oxoisoindolin-2-yl)piperidine-2,6-dione FC1=CC=C(C=C1)C1=C(CCC(C1)(C)C)CN1CCC(CC1)NC=1C=C2CN(C(C2=CC1)=O)C1C(NC(CC1)=O)=O